1,2-bis(diphenylphosphino)ethane nickel(II) chloride [Ni](Cl)Cl.C1(=CC=CC=C1)P(CCP(C1=CC=CC=C1)C1=CC=CC=C1)C1=CC=CC=C1